COC=1C=C(C=C(C1)OC)NC(C#C)=O N-(3,5-dimethoxyphenyl)prop-2-ynamide